3-methyl-1-[2-[(2R,5R)-5-methyl-2-[[(3R)-3-methylmorpholin-4-yl]methyl]piperazin-1-yl]acetyl]indoline-3-carboxamide trihydrochloride Cl.Cl.Cl.CC1(CN(C2=CC=CC=C12)C(CN1[C@H](CN[C@@H](C1)C)CN1[C@@H](COCC1)C)=O)C(=O)N